1,5-Dithiaspiro[5.5]undecane-9-one S1CCCSC12CCC(CC2)=O